6-(1'-isobutyl-[1,4'-bipiperidin]-4-yl)-1,4-dimethyl-2-(4-(methylsulfonyl)phenyl)-1H-imidazo[4,5-c]pyridine C(C(C)C)N1CCC(CC1)N1CCC(CC1)C1=CC2=C(C(=N1)C)N=C(N2C)C2=CC=C(C=C2)S(=O)(=O)C